NCC=1N=C2N(C=C(C=C2CO)C2CC2)C1 (2-(aminomethyl)-6-cyclopropylimidazo[1,2-a]pyridin-8-yl)methanol